C(C)(C)(C)OC([C@@H](COC1=CC(=C(C=C1)Br)F)O)=O (R)-3-(4-bromo-3-fluorophenoxy)-2-hydroxypropionic acid tert-butyl ester